COC1=C(C=CC(=N1)C1=CC=CC2=C1OC(CO2)C[NH-])NC2=CC=C(C=C2)CNCC2=CC=NC=C2 {8-[6-methoxy-5-(4-{[(pyridin-4-ylmethyl)-amino]-methyl}-phenylamino)-pyridin-2-yl]-2,3-dihydro-benzo[1,4]dioxin-2-ylmethyl}-amid